C(=CCCCCCCCCCCCCCCCCCC)O Cosenol